C1CCC12CN(CC2)CC=2NC1=CC(=CC=C1C2)CN2N=NC(=C2)C2=C1C=NNC1=CC(=C2)Br 4-(1-((2-((6-azaspiro[3.4]octan-6-yl)methyl)-1H-indole-6-yl)methyl)-1H-1,2,3-triazol-4-yl)-6-bromo-1H-indazole